FC1([C@@H](CC1)N1C=C(C(=CC1=O)NC1[C@@H]2CN(C[C@H]12)C)C(=O)N[C@H](C)C1=C(C(=CC=C1)C(C)(F)F)F)F 1-((R)-2,2-difluorocyclobutyl)-N-((R)-1-(3-(1,1-difluoroethyl)-2-fluorophenyl)ethyl)-4-(((1R,5s,6s)-3-methyl-3-azabicyclo[3.1.0]hex-6-yl)amino)-6-oxo-1,6-dihydropyridine-3-carboxamide